2'-[6-amino-5-(trifluoromethyl)pyridin-3-yl]-N-[(1S)-1-(pyridin-4-yl)ethyl]-5',6'-dihydrospiro[pyrrolidine-3,4'-pyrrolo[1,2-b]pyrazole]-1-carboxamide NC1=C(C=C(C=N1)C=1C=C2N(N1)CCC21CN(CC1)C(=O)N[C@@H](C)C1=CC=NC=C1)C(F)(F)F